2-chloro-N-(5-(8-(1,1-difluoroethyl)-2-fluoroquinazolin-6-yl)-6-methylpyridin-2-yl)benzenesulfonamide ClC1=C(C=CC=C1)S(=O)(=O)NC1=NC(=C(C=C1)C=1C=C2C=NC(=NC2=C(C1)C(C)(F)F)F)C